ClC=1C(=C(C=CC1)C1(CN(CC2=C1N=C(N=C2)SC)CC2=C(C=C(C=C2)OC)OC)C)F 8-(3-Chloro-2-fluorophenyl)-6-[(2,4-dimethoxyphenyl)methyl]-8-methyl-2-(methylsulfanyl)-7,8-dihydropyrido[4,3-d]pyrimidin